ClC(OC1=CC=C(C=C1)NC(=O)C=1C=C2C(CN(C2=C(C1)C1=CC=NN1)C(C)C)C(C)C)(F)F N-(4-(chlorodifluoromethoxy)phenyl)-1,3-diisopropyl-7-(1H-pyrazol-5-yl)indoline-5-carboxamide